O=C1NC(CCC1N1C(C2=CC=C(C=C2C1=O)N[C@H]1CN(CCC1)CC1CCN(CC1)CCOC1=CC=C(C=C1)C(=C(CC)C1=CC=CC=C1)C1=CC=CC=C1)=O)=O 2-(2,6-dioxopiperidin-3-yl)-5-(((R)-1-((1-(2-(4-(1,2-diphenylbut-1-en-1-yl)phenoxy)ethyl)piperidin-4-yl)methyl)piperidin-3-yl)amino)isoindoline-1,3-dione